C[Si](C)(C)C#CC1=CC=C(C=C1)C(=C(C1=CC=C(C=C1)C#C[Si](C)(C)C)C1=CC=C(C=C1)C#C[Si](C)(C)C)C1=CC=C(C=C1)C#C[Si](C)(C)C 1,1,2,2-tetrakis(4-(trimethylsilylethynyl)phenyl)ethene